C(C1=CC=CC=C1)N(C(CCC#N)CCCC)[C@@H](C)C1=CC=CC=C1 4-(benzyl-((S)-1-phenylethyl)amino)octanenitrile